1-(naphthalen-2-yloxy)naphthalene Methyl-7-(cyclopropylmethyl)-2-methoxy-7H-pyrrolo[2,3-d]pyrimidine-6-carboxylate COC(=O)C1=CC2=C(N=C(N=C2)OC)N1CC1CC1.C1=C(C=CC2=CC=CC=C12)OC1=CC=CC2=CC=CC=C12